FC(C1=CC=CC(=N1)C=1OC2=C(C=C(C=C2C(C1C)=O)C)C(C)NC=1C(=NC(=CC1)C)C(=O)O)F 3-[1-[2-[6-(Difluoromethyl)-2-pyridyl]-3,6-dimethyl-4-oxo-chromen-8-yl]ethylamino]-6-methyl-pyridine-2-carboxylic acid